FC(C(=O)O)(F)F.N1CC(C1)N1CC(CC1)N1N=C(C=2C1=NC=NC2N)C2=CC=C(C=C2)OC2=CC=CC=C2 1-(1-(azetidin-3-yl)pyrrolidin-3-yl)-3-(4-phenoxyphenyl)-1H-pyrazolo[3,4-d]pyrimidin-4-amine trifluoroacetate